N-(5-chloro-2-aminophenyl)-N-methylethylsulfonamide ClC=1C=CC(=C(C1)N(S(=O)(=O)CC)C)N